(R)-3-(3-(difluoromethoxy)-5-fluorophenyl)-5-(3-(trifluoromethyl)phenylsulfonyl)-6,6a,7,8,9,10-hexahydro-5H-pyrazino[1,2-a]pyrido[3,2-e]pyrazine FC(OC=1C=C(C=C(C1)F)C1=CC=2N(C[C@@H]3N(C2N=C1)CCNC3)S(=O)(=O)C3=CC(=CC=C3)C(F)(F)F)F